3Z-hexyl-triphenyl-phosphonium bromide [Br-].C(CCCCC)[P+](C1=CC=CC=C1)(C1=CC=CC=C1)C1=CC=CC=C1